ClC1=C(N2C(C=3CN4[C@@H](COC31)CN(CC4)C(C=C)=O)=NN=C2)C2=C(C=CC=C2O)F 1-[(8aR)-6-chloro-5-(2-fluoro-6-hydroxyphenyl)-8a,9,11,12-tetrahydro-14H-pyrazino[2,1-c][1,2,4]triazolo[4',3':1,2]pyrido[3,4-f][1,4]oxazepin-10(8H)-yl]prop-2-en-1-one